Methyl 1-(3-amino-2-methoxypropyl)-2-(4-(6-((4-cyano-2-fluorobenzyl)oxy)pyridin-2-yl)-2-fluorobenzyl)-1H-benzo[d]imidazole-6-carboxylate NCC(CN1C(=NC2=C1C=C(C=C2)C(=O)OC)CC2=C(C=C(C=C2)C2=NC(=CC=C2)OCC2=C(C=C(C=C2)C#N)F)F)OC